COC1=CC(=CC=2C=C(SC21)C2=NN(C=C2)C2CNCC2)C 3-(7-methoxy-5-methylbenzothiophen-2-yl)-1-(pyrrolidin-3-yl)-1H-pyrazole